Cl[Pd](C1=C(C=CC(=C1)O)C(C)=NO)C1=C(C=CC(=C1)O)C(C)=NO chlorobis[5-hydroxy-2-[1-(hydroxyimino)ethyl]phenyl]-palladium